ethyl (1s,3s)-3-(((1-(6-methoxy-3,4-dihydro-2H-benzo[b][1,4]thiazin-7-yl)-6-(pyrazolo[1,5-a]pyrimidin-3-yl)-1H-pyrazolo[4,3-c]pyridin-3-yl)carbamoyl)oxy)cyclobutane-1-carboxylate COC1=CC2=C(SCCN2)C=C1N1N=C(C=2C=NC(=CC21)C=2C=NN1C2N=CC=C1)NC(=O)OC1CC(C1)C(=O)OCC